tert-butyl 3-((4-(4-((3-fluoro-1H-indazole-5-yl)(2,2,6,6-tetramethyltetrahydro-4H-pyran-4-ylmethylene)methyl)phenyl)piperazine-1-yl)methyl)azetidine-1-carboxylate FC1=NNC2=CC=C(C=C12)C(C1=CC=C(C=C1)N1CCN(CC1)CC1CN(C1)C(=O)OC(C)(C)C)=CC1CC(OC(C1)(C)C)(C)C